CC(=CCC1=C(C(=C(C=C1O)O)C(=O)/C=C/C2=CC=C(C=C2)O)O)C The molecule is a member of the class of chalcones that is trans-chalcone substituted by hydroxy groups at positions 4, 2', 4', and 6' and a 3-methylbut-2-en-1-yl group at position 3'. It has a role as a plant metabolite. It is a member of chalcones and a 2-acyl-4-prenylphloroglucinol. It derives from a trans-chalcone. It is a conjugate acid of a desmethylxanthohumol(1-).